(1R)-1-(o-chlorophenyl)-1-ethanol ClC1=C(C=CC=C1)[C@@H](C)O